COC1=CC=C(C=C1)CCCCCCCN1CC(C(C(C1)O)O)O 1-[7-(4-methoxyphenyl)heptyl]piperidine-3,4,5-triol